C1(CC1)C1=CC(=C2C(NC(N(C2=C1)C=1C=NC=CC1)=O)=O)OC 7-Cyclopropyl-5-methoxy-1-(pyridin-3-yl)quinazoline-2,4(1H,3H)-dione